2-[6-(tert-butylamino)-1,5-naphthyridin-4-yl]-3-[(3-fluoro-2-methoxyphenyl)amino]-1H,5H,6H,7H-pyrrolo[3,2-c]pyridin-4-one C(C)(C)(C)NC=1N=C2C(=CC=NC2=CC1)C1=C(C=2C(NCCC2N1)=O)NC1=C(C(=CC=C1)F)OC